CC(C)CCC[C@@H](C)[C@H]1CC[C@H]2[C@]34C(C=C5C[C@@H](O)CC[C@]5(C)[C@H]3CC[C@]12C)O4 7,8-epoxycholesterol